The molecule is a biphenyl compound comprising two tyrosine residues linked at carbon-3 of their benzene rings. It has a role as a biomarker. It is a member of biphenyls, a tyrosine derivative and a non-proteinogenic alpha-amino acid. C1=CC(=C(C=C1CC(C(=O)O)N)C2=C(C=CC(=C2)CC(C(=O)O)N)O)O